tert-butyl (R)-4-(1-methoxycyclopropyl)-1,2,3-oxathiazolidine-3-carboxylate 2,2-dioxide COC1(CC1)[C@@H]1N(S(OC1)(=O)=O)C(=O)OC(C)(C)C